P(=O)(O)(O)O[C@H]1[C@H]([C@@H](O[C@@H]1CO)N1C=NC=2C(N)=NC=NC12)OC.FC=1C=C(C(=NC1)OC)C1(NCCC1)[2H] 5-fluoro-2-methoxy-3-(pyrrolidin-2-yl-2-d)pyridine 2'-O-methyladenosine-3'-phosphate